CN1N=C(C(=C1)[C@@H]1N(CCC1)CC1=CC=C(OC2=C(C=C(C(=O)N)C=C2)F)C=C1)C |r| (+/-)-4-(4-{[2-(1,3-Dimethyl-1H-pyrazol-4-yl)pyrrolidin-1-yl]methyl}phenoxy)-3-fluorobenzamid